vanadium tetra-n-butoxide [O-]CCCC.[O-]CCCC.[O-]CCCC.[O-]CCCC.[V+4]